ClC1=C2CN(C(C2=CC=C1)=O)C1CCC(CC1)C(=O)NC1=CC(=C(C=C1)C)OC (1s,4s)-4-(4-chloro-1-oxoisoindolin-2-yl)-N-(3-methoxy-4-methylphenyl)cyclohexanecarboxamide